BENZENE-1,2,4-TRICARBALDEHYDE C=1(C(=CC(=CC1)C=O)C=O)C=O